N-((5-([1,2,4]triazolo[1,5-a]pyridin-6-yl)-4-(6-methylpyridin-2-yl)-1H-imidazol-2-yl)methyl)-2-fluoroaniline N=1C=NN2C1C=CC(=C2)C2=C(N=C(N2)CNC2=C(C=CC=C2)F)C2=NC(=CC=C2)C